FC1(CC(C1)[C@H](O)C1=CC=2C(=NC=C(N2)C2=CC=3C(N=C2)=NN(C3)C)S1)F (S)-(3,3-difluorocyclobutyl)(2-(2-methyl-2H-pyrazolo[3,4-b]pyridin-5-yl)thieno[2,3-b]pyrazin-6-yl)methanol